tert-butyl (2-(4-(3-methoxypropyl)-1H-pyrazol-1-yl)ethyl)carbamate COCCCC=1C=NN(C1)CCNC(OC(C)(C)C)=O